N(=C=O)C1=C(C=CC(=C1)C(F)(F)F)C(F)(F)F 2-isocyanato-1,4-bis(trifluoromethyl)benzene